(4-(5-amino-6-(6-methyl-1H-benzo[d]imidazol-2-yl)pyrazin-2-yl)phenyl)(1,4-diazepan-1-yl)methanone NC=1N=CC(=NC1C1=NC2=C(N1)C=C(C=C2)C)C2=CC=C(C=C2)C(=O)N2CCNCCC2